decenealdehyde C(C=CCCCCCCC)=O